6-(((1R,3r,5S)-9-azabicyclo[3.3.1]nonan-3-yl)oxy)-N-(5-((S)-tetrahydrofuran-3-yl)-1H-pyrazol-3-yl)pyrazin-2-amine [C@H]12CC(C[C@H](CCC1)N2)OC2=CN=CC(=N2)NC2=NNC(=C2)[C@H]2COCC2